FC1([C@@H](C1)C(N1C[C@]2(CCN3N=C(C=C32)C=3C=C(C(=NC3)N)C(F)(F)F)CC1)C1=NC=NN1)F 5-{(3R)-1-[((S)-2,2-difluorocyclopropyl)(1H-1,2,4-triazol-5-yl)methyl]-5',6'-dihydrospiro[pyrrolidine-3,4'-pyrrolo[1,2-b]pyrazol]-2'-yl}-3-(trifluoromethyl)pyridin-2-amine